1-((2-methyl-5-(3-methyl-1,2,4-thiadiazol-5-yl)phenyl)glycyl)indoline-3-carboxylic acid CC1=C(C=C(C=C1)C1=NC(=NS1)C)NCC(=O)N1CC(C2=CC=CC=C12)C(=O)O